COC1=CC=CC2=CC=CC=C12 1-methoxy-naphthalene